C(#C)C1=C(N)C=C(C=C1)C#C 2,5-diacetylenylaniline